4-nonyloxymethoxy-1-methylbutylmagnesium iodide C(CCCCCCCC)OCOCCCC(C)[Mg]I